ClC=1C=NC(=NC1)N1CCCCC1 (5-chloropyrimidin-2-yl)piperidin